Methyl 2-(dimethoxymethyl)-4-(5-fluoro-4-(1-fluoroethyl) pyridin-3-yl)-5-oxo-1,4,5,7-tetrahydrofuro[3,4-b]pyridine-3-carboxylate COC(C1=C(C(C2=C(N1)COC2=O)C=2C=NC=C(C2C(C)F)F)C(=O)OC)OC